CC1=CC=CC(=N1)C1=C(N=CN1)C=1C=C2C=C(C=NC2=CC1)C=1C=C(C(=O)OC2CNC2)C=CC1 azetidin-3-yl 3-[6-[5-(6-methyl-2-pyridyl)-1H-imidazol-4-yl]-3-quinolyl]benzoate